(1S,3S)-N1-(1-(4-methoxybenzyl)-1H-imidazo[4,5-b]pyridin-2-yl)cyclopentane-1,3-diamine COC1=CC=C(CN2C(=NC3=NC=CC=C32)N[C@@H]3C[C@H](CC3)N)C=C1